FC=1C=CC(=C(C1)[C@@H]1N(CCC1)C1=NC=2N(C=C1)N=CC2C(=O)N)C(F)(F)F (R)-5-(2-(5-fluoro-2-(trifluoromethyl)phenyl)pyrrolidin-1-yl)pyrazolo[1,5-a]pyrimidine-3-carboxamide